C(C)(C)(C)C=1C=C(NN1)NC(=O)NC1=CC=C(C=C1)N1C=NC2=C1C=CC(=C2)OCCCCC#CC2=C1C(N(C(C1=CC=C2)=O)C2C(NC(CC2)=O)=O)=O 1-(5-tert-butyl-2H-pyrazol-3-yl)-3-[4-(5-{6-[2-(2,6-dioxopiperidin-3-yl)-1,3-Dioxo-2,3-dihydro-1H-isoindol-4-yl]-hex-5-ynyloxy}-benzimidazol-1-yl)-phenyl]-urea